N[C@@H](C[11C]1=CC=C(C=C1)O)C(=O)O [1-11C]Tyrosine